C12CC(CC(CC1)N2)NC=2C=CC(=NC2C)N2CC(N(C(C2)C)C(C(F)(F)F)=O)C 1-(4-(5-((8-azabicyclo[3.2.1]octan-3-yl)amino)-6-methylpyridin-2-yl)-2,6-dimethylpiperazin-1-yl)-2,2,2-trifluoroethan-1-one